4-(((S)-2-Hydroxypropyl)sulfonamido)-N-(2-((R)-2-methylmorpholino)pyrimidin-4-yl)-2-(6-azaspiro[2.5]octan-6-yl)benzamide O[C@H](CS(=O)(=O)NC1=CC(=C(C(=O)NC2=NC(=NC=C2)N2C[C@H](OCC2)C)C=C1)N1CCC2(CC2)CC1)C